N,5-dimethyl-1H-benzimidazole-2-carboxamide CNC(=O)C1=NC2=C(N1)C=CC(=C2)C